chloro(2-dicyclohexylphosphino-2',6'-dimethoxy-1,1'-bi-phenyl) ClC=1C(=C(C=CC1)C1=C(C=CC=C1OC)OC)P(C1CCCCC1)C1CCCCC1